1-Ethyl-6,8-difluoro-7-(4-(2-(4-((R)-1-hydroxy-2-(N-methylacetamido)ethyl)phenoxy)ethyl)-3-methylpiperazin-1-yl)-4-oxo-1,4-dihydroquinoline-3-carboxylic acid C(C)N1C=C(C(C2=CC(=C(C(=C12)F)N1CC(N(CC1)CCOC1=CC=C(C=C1)[C@H](CN(C(C)=O)C)O)C)F)=O)C(=O)O